(3-aminotetrahydrofuran-3-yl)methyl 2-methyl-5-((2-(trifluoromethyl)pyridin-3-yl)methoxy)-benzofuran-3-carboxylate CC=1OC2=C(C1C(=O)OCC1(COCC1)N)C=C(C=C2)OCC=2C(=NC=CC2)C(F)(F)F